1-(4-fluorophenyl)-2-phenylethan-1-one FC1=CC=C(C=C1)C(CC1=CC=CC=C1)=O